N-[2-hydroxy-1-(pyridin-2-yl)ethyl]-2-methyl-5-[(pyridin-2-yl)methoxy]pyrazolo[1,5-a]pyridine-3-carboxamide OCC(C1=NC=CC=C1)NC(=O)C=1C(=NN2C1C=C(C=C2)OCC2=NC=CC=C2)C